[Pd].[Au].ClC1=C(N(C(C2=C(C=CC=C12)C1=NC=C(N=C1)C(F)(F)F)=O)C1=CC=CC=C1)[C@H](C)NC=1C2=C(N=CN1)NC=CC2=O (S)-4-((1-(4-chloro-1-oxo-2-phenyl-8-(5-(trifluoromethyl)pyrazin-2-yl)-1,2-dihydroisoquinolin-3-yl)ethyl)amino)pyrido[2,3-d]pyrimidin-5(8H)-one Gold-palladium